2-chloro-5-(3-nitropropyl)pyrrole-3-thione ClC1=NC(=CC1=S)CCC[N+](=O)[O-]